C12N(CC(NC1)CC2)C=2C1=C(N=C(N2)OCC23CCCN3CCC2)C(=C(N=C1)C=1C=C(C=C(C1C(F)(F)F)Cl)O)F 3-(4-(2,5-Diazabicyclo[2.2.2]octan-2-yl)-8-fluoro-2-((tetrahydro-1H-pyrrolizin-7a(5H)-yl)methoxy)pyrido[4,3-d]pyrimidin-7-yl)-5-chloro-4-(trifluoromethyl)phenol